S(=O)(=O)(C1=CC=C(C)C=C1)N1C(CC(CC1)C(F)(F)F)C1=C(CNC2=C(NC=C2)C(=O)OCC)C=CC=C1 Ethyl 3-((2-(1-tosyl-4-(trifluoromethyl)piperidin-2-yl)benzyl)amino)-1H-pyrrole-2-carboxylate